tert-butyl 4-{[(4-azido-6-chloropyridazin-3-yl)amino]methyl}-4-fluoropiperidine-1-carboxylate N(=[N+]=[N-])C1=C(N=NC(=C1)Cl)NCC1(CCN(CC1)C(=O)OC(C)(C)C)F